CC=1NC(=C(C(C1C(C)=O)C1=C(C=C(C=C1)[N+](=O)[O-])[N+](=O)[O-])C(C)=O)C 2,6-dimethyl-3,5-diacetyl-4-(2',4'-dinitrophenyl)-1,4-dihydropyridine